5-[2-(furan-3-yl)ethyl]-8-hydroxy-5,6,8a-trimethyl-3,4,4a,5,6,7,8,8a-octahydronaphthalene-1-carboxylate O1C=C(C=C1)CCC1(C2CCC=C(C2(C(CC1C)O)C)C(=O)[O-])C